FC(C(C#CC1=NC=CC=2N(CCOCC21)C2=NC=1N(C3=CC=CC(=C23)F)C(=NN1)C)(C)C)F 6-(4,4-difluoro-3,3-dimethylbut-1-yn-1-yl)-1-(6-fluoro-1-methyl-[1,2,4]triazolo[4,3-a]quinazolin-5-yl)-1,2,3,5-tetrahydropyrido[4,3-e][1,4]oxazepine